5-ethynyl-1-methyl-1H-imidazole C(#C)C1=CN=CN1C